C(CCCC)(=O)OC[C@@H](OC(CCCC)=O)COP(=O)(O)O 1,2-divaleroyl-sn-glycero-3-phosphate